(2S,3S)-3-{[3,5-bis(Trifluoromethyl)benzyl]oxy}-2-phenylpiperidine FC(C=1C=C(CO[C@@H]2[C@@H](NCCC2)C2=CC=CC=C2)C=C(C1)C(F)(F)F)(F)F